(R)-N-(1-(4-cyanophenyl)ethyl)-1-(4-fluorophenylmethyl)-6-isopropyl-2-oxo-1,2-dihydro-1,8-naphthyridine-3-carboxamide C(#N)C1=CC=C(C=C1)[C@@H](C)NC(=O)C=1C(N(C2=NC=C(C=C2C1)C(C)C)CC1=CC=C(C=C1)F)=O